3-(5-(1-(2,4-dimethylbenzyl)piperidin-4-yl)-1-oxoisoindolin-2-yl)piperidine-2,6-dione CC1=C(CN2CCC(CC2)C=2C=C3CN(C(C3=CC2)=O)C2C(NC(CC2)=O)=O)C=CC(=C1)C